ClC=1C=C(C=C(C1)F)[C@@H]1C[C@@H](C=2N1N=C(N2)S(=O)(=O)C2CC2)F (5S,7S)-5-(3-chloro-5-fluoro-phenyl)-2-cyclopropylsulfonyl-7-fluoro-6,7-dihydro-5H-pyrrolo[1,2-b][1,2,4]triazole